CN(CCN1C(=CC2=CC=CC=C12)C)C N,N-Dimethyl-2-(2-methyl-1H-indol-1-yl)ethan-1-amine